C(C)(C)(C)OC(=O)N1C(CCCC1)C1=NC=CC=C1C1OCCO1.N1=CC=C(C=C1)[C@H]1CC(CCC1)=O (R)-3-(pyridin-4-yl)cyclohexan-1-one tert-butyl-2-(3-(1,3-dioxolan-2-yl)pyridin-2-yl)piperidine-1-carboxylate